N1[C@H]2[C@@](CC1)(CCC2)C2=NOC[C@@H](O2)CN2CCCCC2 |o1:1,2,12| rel-(S)-3-rel-trans-((3aS,6aR)-hexahydrocyclopenta[b]pyrrol-3a(1H)-yl)-5-(piperidin-1-ylmethyl)-5,6-dihydro-1,4,2-dioxazine